4-(tert-butyl)cyclohexanecarboxaldehyde C(C)(C)(C)C1CCC(CC1)C=O